5-{6-[(3S)-3-aminopyrrolidin-1-yl]-1,5-naphthyridin-2-yl}-2-methylindole-6-ol N[C@@H]1CN(CC1)C=1N=C2C=CC(=NC2=CC1)C=1C=C2C=C(NC2=CC1O)C